3-Ethyl-2-methyl-octan-3-ol C(C)C(C(C)C)(CCCCC)O